ClC1=CC=C(C=C1)N1N=C(C=C1)OCC1=C(C=CC=C1)[N+](=O)[O-] 1-(4-chlorophenyl)-3-[(2-nitrobenzyl)oxy]-1H-pyrazole